7-chloro-3-(2-chloro-3-(pyrazine-2-ylamino)phenyl)pteridine-2,4(1H,3H)-dione ClC1=CN=C2C(N(C(NC2=N1)=O)C1=C(C(=CC=C1)NC1=NC=CN=C1)Cl)=O